ICCOC(CCCCCCC)=O.C(C)(=O)[O-].C(CCCCC)OC=1C(=NSN1)C1=CCC[N+](C1)(C(C)OC(CCCCCCC)=O)C 5-(4-(hexyloxy)-1,2,5-thiadiazol-3-yl)-1-methyl-1-(1-(octanoyloxy)ethyl)-1,2,3,6-tetrahydropyridin-1-ium acetate Iodoethyl-octanoate